(cis)-N-((S)-1-(6-(4-fluoro-1H-pyrazol-1-yl)pyridin-3-yl)ethyl)-1-methoxy-4-(4-methyl-6-(5-methyl-1H-pyrazol-3-ylamino)pyrimidin-2-yl)cyclohexanecarboxamide CC1=CC(=NN1)NC2=NC(=NC(=C2)C)C3CCC(CC3)(C(=O)N[C@@H](C)C4=CN=C(C=C4)N5C=C(C=N5)F)OC